(2S)-2-Amino-N-[bis(4-docosoxyphenyl)methyl]-5-(3,5-dimethylphenyl)pentanamide N[C@H](C(=O)NC(C1=CC=C(C=C1)OCCCCCCCCCCCCCCCCCCCCCC)C1=CC=C(C=C1)OCCCCCCCCCCCCCCCCCCCCCC)CCCC1=CC(=CC(=C1)C)C